1-(4-fluorophenyl)-2-(methylthio)ethan-1-ol FC1=CC=C(C=C1)C(CSC)O